C(C)(=O)[O-].[Mn+3].OC1=C(C=CC=C1)C=NC1=C(C=CC=C1)N=CC1=C(C=CC=C1)O.C(C)(=O)[O-].C(C)(=O)[O-] [N,N'-Bis[(2-hydroxyphenyl)methylene]-1,2-phenylenediamine] manganese (III) acetate